2-(2-(ethylsulfonamido)thiazol-4-yl)-N-(2-fluoro-4-(6-isopropoxypyrazin-2-yl)phenyl)-2-methylpropanamide C(C)S(=O)(=O)NC=1SC=C(N1)C(C(=O)NC1=C(C=C(C=C1)C1=NC(=CN=C1)OC(C)C)F)(C)C